{1,1-dimethyl-2-(dimethylamino)ethyl}(trimethylsilyl)amine CC(CN(C)C)(C)N[Si](C)(C)C